3-(3-bromophenyl)-1-(2-hydroxyethyl)-1-(3-methoxybenzyl)urea BrC=1C=C(C=CC1)NC(N(CC1=CC(=CC=C1)OC)CCO)=O